hex-5-ynenitrile C(CCCC#C)#N